Cl.Cl.Cl.C(C)N1CCN(CC1)CC1=C(C=C(C=C1)NC(C1=CC(=C(C=C1)C)OC1=C2C(=NC=C1)NC=C2)=O)C(F)(F)F N-[4-[(4-ethyl-1-piperazinyl)methyl]-3-(trifluoromethyl)phenyl]-4-methyl-3-(1H-pyrrolo[2,3-b]pyridin-4-yloxy)-benzamide tri-hydrochloride